Dihydroxydiphenyl-propylphenyl-methane ethyl-α-aminoisobutyrate hydrochloride Cl.C(C)OC(C(C)(C)N)=O.OC=1C(=C(C=CC1)C(CCC)(C1=CC=CC=C1)C1=CC=CC=C1)O